N1C=C(C=2C1=NC=CC2)C=2CCN(CC2)CC=2C=C1C(N(C(C1=CC2)=O)C2C(NC(CC2)=O)=O)=O 5-((4-(1H-pyrrolo[2,3-b]pyridin-3-yl)-3,6-dihydropyridin-1(2H)-yl)methyl)-2-(2,6-dioxopiperidin-3-yl)isoindoline-1,3-dione